2-((4-((4-amino-2-((2-hydroxyethyl)amino)pyrimidin-5-yl)oxy)-5-isopropylpyridin-2-yl)amino)ethanol NC1=NC(=NC=C1OC1=CC(=NC=C1C(C)C)NCCO)NCCO